SCCC(=O)O.OCSSCO hydroxymethyl disulfide (3-mercaptopropionate)